C(C)C(C(=O)O)C(C)C 2-ethyl-3-methyl-butanoic acid